ClC1=C(C=C(S1)B1OC(C(O1)(C)C)(C)C)C 2-(5-chloro-4-methylthiophen-2-yl)-4,4,5,5-tetramethyl-1,3,2-dioxaborolan